C1(CC1)C([C@@H](C(=O)NC1=C(C=C(C=C1)[C@@H](C(NCC1=C(C=CC=C1)C(F)(F)F)=O)C)F)NC(=O)C1=CC=NN1C(C)C)C1CC1 N-((S)-1,1-dicyclopropyl-3-((2-fluoro-4-((S)-1-oxo-1-((2-(trifluoromethyl)benzyl)amino)propan-2-yl)phenyl)amino)-3-oxopropan-2-yl)-1-isopropyl-1H-pyrazole-5-carboxamide